4-(2-cyclohexyl-2-(2-hydroxy-5-methylphenyl)ethyl)pyridine C1(CCCCC1)C(CC1=CC=NC=C1)C1=C(C=CC(=C1)C)O